C(C)(C)(C)OC(=O)N1C[C@@H](CC1)NC=1C=CC(=C(C(=O)O)C1)C (R)-5-((1-(tert-butoxycarbonyl)pyrrolidin-3-yl)amino)-2-methylbenzoic acid